BrC1=CC=C(C=C1)COC1CCOCC1 4-(4-bromophenylmethoxy)oxane